S=C1OC2=C(N1P(OC1=CC=CC=C1)(OC1=CC=CC=C1)=O)C=CC=C2 diphenyl (2,3-dihydro-2-thioxo-3-benzoxazolyl)phosphonate